OCC1=CC=C(S1)C1CCN(CC1)C(=O)OC(C)(C)C tert-Butyl 4-(5-(hydroxymethyl)thiophen-2-yl)piperidine-1-carboxylate